N1(N=CC=C1)C1=C(CNC2=C3N=CN(C3=NC(=N2)NC2CN3CCC2CC3)C(C)C)C=CC=C1 N6-(2-(1H-pyrazol-1-yl)benzyl)-9-isopropyl-N2-(quinuclidin-3-yl)-9H-purine-2,6-diamine